CC(C=O)CC1=CC=C(C=C1)OC 2-Methyl-3-(4-methoxyphenyl)-propanal